((R)-4-(2-aminooxazolo[4,5-c]pyridin-7-yl)morpholin-2-yl)((S)-8-fluoro-1-methyl-6-(trifluoromethyl)-3,4-dihydroisoquinolin-2(1H)-yl)methanone NC=1OC2=C(C=NC=C2N2C[C@@H](OCC2)C(=O)N2[C@H](C3=C(C=C(C=C3CC2)C(F)(F)F)F)C)N1